CS(=O)(=O)O.FC1=C(C#N)C=C(C=C1)F 2,5-difluorobenzonitrile, methanesulfonate salt